C(#N)[C@H]1N([C@H]2C[C@H]2C1)C([C@H](C12CC3(C[C@@H](CC(C1)C3)C2)OCCOC(=O)OC2=CC=C(C=C2)[N+](=O)[O-])NC(OC(C)(C)C)=O)=O tert-butyl ((1S)-2-((1S,3S,5S)-3-cyano-2-azabicyclo[3.1.0]hexan-2-yl)-1-((1S,3R,5S)-3-(2-(((4-nitrophenoxy)carbonyl)oxy)ethoxy)adamantan-1-yl)-2-oxoethyl)carbamate